CC(C)CCCC(CCCCCCCCCCC)C 2,6-dimethylheptadecane